5-methoxy-4-(2-methyl-4-phenylpiperazin-1-yl)pyrimidin COC=1C(=NC=NC1)N1C(CN(CC1)C1=CC=CC=C1)C